C(C(C)C)C=1C(NN=CC1)=O 4-isobutylpyridazin-3(2H)-one